N-(1-adamantylmethyl)-6-piperazine-1-ylpyridazine-3-carboxamide C12(CC3CC(CC(C1)C3)C2)CNC(=O)C=2N=NC(=CC2)N2CCNCC2